ClC1=C(C(C2=CC=CC=C2C1=O)=O)NCC1=CC=C(C(=O)NCCN(C)C)C=C1 4-(((3-Chloro-1,4-dioxo-1,4-dihydronaphthalin-2-yl)amino)methyl)-N-(2-(dimethylamino)ethyl)benzamid